O[C@@H](CC(=O)O)C(C)(C)C (3S)-3-hydroxy-4,4-dimethyl-pentanoic acid